C(C)(C)(C)OC(NCC(NC1=CN=CC2=CC=CC=C12)C#N)=O tert-butyl(2-cyano-2-(isoquinolin-4-ylamino)ethyl)carbamate